4-[2-[1-(7-fluoro-1-methyl-[1,2,4]triazolo[4,3-a]quinazolin-5-yl)-3,4-dihydro-2H-quinolin-5-yl]ethynyl]pyridine-2-carbonitrile FC=1C=C2C(=NC=3N(C2=CC1)C(=NN3)C)N3CCCC1=C(C=CC=C31)C#CC3=CC(=NC=C3)C#N